OCCC1CCN(CC1)C1=CC=C(C=N1)C1C(NC(CC1)=O)=O 3-(6-(4-(2-hydroxyethyl)piperidin-1-yl)pyridin-3-yl)piperidine-2,6-dione